ClC1=C(C(=O)N2COC3=C(C2)C=CC=C3C3=CC(=C(C(=O)OC)C=C3F)N3C2COCC3CC2)C(=CC(=C1)C1=C2C=NN(C2=CC=C1)C)Cl Methyl 4-[3-[2,6-dichloro-4-(1-methylindazol-4-yl)benzoyl]-2,4-dihydro-1,3-benzoxazin-8-yl]-5-fluoro-2-(3-oxa-8-azabicyclo[3.2.1]octan-8-yl)benzoate